6-(8-(1-cyclopropylpiperidin-4-yl)-8-azabicyclo[3.2.1]octan-3-yl)-2-(3,4-dimethoxyphenyl)-[1,2,4]triazolo[1,5-a]pyridine C1(CC1)N1CCC(CC1)N1C2CC(CC1CC2)C=2C=CC=1N(C2)N=C(N1)C1=CC(=C(C=C1)OC)OC